O[C@H]1C[C@@H]([C@H](CC1)C(=O)OC)OC Methyl (1S,2S,4R)-4-hydroxy-2-methoxycyclohexanecarboxylate